(2S,3S,11bS)-3-(2,2-dimethylpropyl)-10-methoxy-9-(3,3,3-trifluoropropoxy)-1H,2H,3H,4H,6H,7H,11bH-pyrido[2,1-a]isoquinolin-2-ol CC(C[C@@H]1[C@H](C[C@@H]2N(CCC3=CC(=C(C=C23)OC)OCCC(F)(F)F)C1)O)(C)C